(2R,3R,4R,5R)-5-(6-benzamido-9H-purin-9-yl)-4-((tert-butyldimethylsilyl)oxy)-2-(((tert-butyldimethylsilyl)oxy)methyl)tetrahydrofuran-3-yl acetate C(C)(=O)O[C@@H]1[C@H](O[C@H]([C@@H]1O[Si](C)(C)C(C)(C)C)N1C2=NC=NC(=C2N=C1)NC(C1=CC=CC=C1)=O)CO[Si](C)(C)C(C)(C)C